1-(3-((6-((1-acryloylpiperidin-4-yl)oxy)-7-methoxyquinazolin-4-yl)amino)-4-(2-hydroxypropan-2-yl)phenyl)-5-methylpyridine-2(1H)-one C(C=C)(=O)N1CCC(CC1)OC=1C=C2C(=NC=NC2=CC1OC)NC=1C=C(C=CC1C(C)(C)O)N1C(C=CC(=C1)C)=O